5-[4-(2-chloro-5-cyclopropylcarbamoyl-4-fluoro-phenyl)-pyrazol-1-yl]-thiazole-2-carboxylic acid amide ClC1=C(C=C(C(=C1)F)C(NC1CC1)=O)C=1C=NN(C1)C1=CN=C(S1)C(=O)N